C1(CC1)CC1=NN2C(N=C(N=C2N)N)=C1 (cyclopropylmethyl)pyrazolo[1,5-a][1,3,5]triazine-2,4-diamine